2-(8-methyl-1-(methylthio)imidazo[1,5-a]pyridin-3-yl)propan-2-amine hydrochloride Cl.CC=1C=2N(C=CC1)C(=NC2SC)C(C)(C)N